6-(5-cyano-1H-pyrrolo[2,3-b]pyridin-1-yl)-N-(1-((6-(2,4-dioxotetrahydropyrimidin-1(2H)-yl)pyridin-3-yl)methyl)piperidin-4-yl)-4-(isopropylamino)nicotinamide C(#N)C=1C=C2C(=NC1)N(C=C2)C2=NC=C(C(=O)NC1CCN(CC1)CC=1C=NC(=CC1)N1C(NC(CC1)=O)=O)C(=C2)NC(C)C